[O-]P(=O)([O-])[Se-] The molecule is a trivalent inorganic anion obtained by removal of all three protons from selenophosphoric acid. It has a role as a human metabolite. It is a phosphorus oxoanion and a trivalent inorganic anion.